O=CCC=1C=C(C=CC1)C(C(=O)O)CC 2-[3-(2-oxoethyl)phenyl]butanoic acid